cyanomethyldodecyl-carbonyl-carbon trithioformate C(=S)[O-].C(=S)[O-].C(=S)[O-].C(#N)C[C+3]C(=O)CCCCCCCCCCCC